(S)-(4,6-Difluoropyrazolo[1,5-a]pyridin-3-yl)(2,7-dimethyl-3-(1-methyl-3-(trifluoromethyl)-1H-pyrazol-5-yl)-2,4,5,7-tetrahydro-6H-pyrazolo[3,4-c]pyridin-6-yl)methanone FC=1C=2N(C=C(C1)F)N=CC2C(=O)N2[C@H](C=1C(CC2)=C(N(N1)C)C1=CC(=NN1C)C(F)(F)F)C